CN(C(=S)SC=1SC2=C(N1)C=CC=C2)C 2-(N,N-dimethylthiocarbamoylthio)benzothiazole